C(C)(=O)N1C(C(C2=CC=CC=C12)=O)=CC1=CC(=C(C=C1)O)OC 1-acetyl-2-(4-hydroxy-3-meth-oxybenzylidene)-indolin-3-one